ClC1=C(C=O)C=C(C=C1)OC 2-chloro-5-methoxyBenzaldehyde